CN1C(=NN=C1)SC(C)C=1C=C(C=CC1)N1C(C2=CC=CC=C2C1)=O 2-[3-[1-[(4-methyl-1,2,4-triazol-3-yl)sulfanyl]ethyl]phenyl]isoindolin-1-one